1,3-bis(t-butyldimethylsilyl)-inden [Si](C)(C)(C(C)(C)C)C1C=C(C2=CC=CC=C12)[Si](C)(C)C(C)(C)C